O=S1(CC2=C(C1)C=C(C=C2)NC=2N=CC1=C(N2)N(C(C(=C1)O)=O)[C@H]1[C@](CCC1)(C)O)=O 2-((2,2-dioxo-1,3-dihydrobenzo[c]thiophen-5-yl)amino)-6-hydroxy-8-((1R,2R)-2-hydroxy-2-methylcyclopentyl)pyrido[2,3-d]pyrimidin-7(8H)-one